2-methyl-3-((tert-butoxycarbonyl)amino)propionic acid CC(C(=O)O)CNC(=O)OC(C)(C)C